2-Ethanolamine C(CO)N